4-cyano-2,3,5,6-tetrafluorobenzenesulfonamide C(#N)C1=C(C(=C(C(=C1F)F)S(=O)(=O)N)F)F